1-[2-Hydroxy-4-[3,4,5-trihydroxy-6-(hydroxymethyl)oxan-2-yl]oxyphenyl]-3-phenylprop-2-en-1-one OC1=C(C=CC(=C1)OC1OC(C(C(C1O)O)O)CO)C(C=CC1=CC=CC=C1)=O